NC([C@H](CO)NC(=O)C1=C(OC2=C1C=C(C=C2)OCC2=C(C=NN2C)F)C)=O (S)-N-(1-amino-3-hydroxy-1-oxopropan-2-yl)-5-((4-fluoro-1-methyl-1H-pyrazol-5-yl)methoxy)-2-methylbenzofuran-3-carboxamide